ClC=1C(=CC(=NC1)OC)C1=CC(=NN1)C(=O)N1CCC(CC1)C(=O)NCC1=NC=C(C=C1)C (5-(5-chloro-2-methoxypyridin-4-yl)-1H-pyrazole-3-carbonyl)-N-((5-methylpyridin-2-yl)methyl)piperidine-4-carboxamide